C(C)(C)(C)C(C(=O)N1C(CNCC1)C=1NC(=CN1)C1=CC=C(C=C1)C)(C)SC tert-butyl-2-(methylsulfanyl)-1-(2-(5-(p-tolyl)-1H-imidazol-2-yl)piperazin-1-yl)propan-1-one